Neodymium cerium iron boron [B].[Fe].[Ce].[Nd]